(3S)-3-(5-((7-((1-((3r,Sr,7r)-adamantan-1-yl)ethyl)amino)heptyl)thio)-2-methyl-4-oxoquinazolin-3(4H)-yl)piperidine-2,6-dione C12(CC3CC(CC(C1)C3)C2)C(C)NCCCCCCCSC2=C3C(N(C(=NC3=CC=C2)C)[C@@H]2C(NC(CC2)=O)=O)=O